C(#N)[C@H]1N(CC(C1)(F)F)C(CNC(NC1=CC=NC2=CC=C(C=C12)OC)=O)=O 3-{2-[(2S)-2-cyano-4,4-difluoropyrrolidin-1-yl]-2-oxoethyl}-1-(6-methoxyquinolin-4-yl)urea